NC=1N=C(C(=C2C=C(N=CC12)NC(=O)C1CC1)C=1C=NNC1)C=1C=NC=CC1C N-[8-amino-6-(4-methylpyridin-3-yl)-5-(1H-pyrazol-4-yl)-2,7-naphthyridin-3-yl]Cyclopropanecarboxamide